S-propyl-N-oleoyl-D-methionine C(CC)[S+](CC[C@@H](NC(CCCCCCC\C=C/CCCCCCCC)=O)C(=O)O)C